3-((6-chloropyrimidin-4-yl)oxy)aniline Cobalt-vanadium [V].[Co].ClC1=CC(=NC=N1)OC=1C=C(N)C=CC1